NCCCC(=O)N[C@@H](CC1=CN=CN1C)C(=O)O γ-aminobutyryl-3-methyl-L-histidine